(2R,3S,4S,5R)-3-(2-((diphenylmethylene)amino)-3,4-difluorophenyl)-4,5-dimethyl-5-(trifluoromethyl)tetrahydrofuran-2-carboxylic acid ethyl ester C(C)OC(=O)[C@@H]1O[C@]([C@H]([C@H]1C1=C(C(=C(C=C1)F)F)N=C(C1=CC=CC=C1)C1=CC=CC=C1)C)(C(F)(F)F)C